BrC=1C(=NC(=CC1)Br)C(CC1=CC(=CC(=C1)F)F)N 1-(3,6-dibromopyridin-2-yl)-2-(3,5-difluorophenyl)ethan-1-amine